Cl.C1(=CC=CC=C1)NC(=O)NCCCC[C@H](N)C(=O)OCC1=CC(=NC(=C1)Cl)Cl (2,6-Dichloropyridin-4-yl)methyl N6-(phenylcarbamoyl)-L-lysinate hydrochloride